5-bromo-1-(4-(difluoromethylene)cyclohexyl)-1H-pyrazol-3-amine BrC1=CC(=NN1C1CCC(CC1)=C(F)F)N